C(CCCCC)C(C(C(=O)O)=C(C)C(CCCCCCCCCCCCC)=O)C(CCCCCCCCC)=O.C(CCCCCCCCCCCCC)(=O)C(C(=O)O)(C)NC.C(CCCCC)C(CCCCCCCCC)O hexyldecanol MYRISTOYL-methylaminopropionate (hexyldecanoyl-MYRISTOYL-methyl-methacrylate)